N-(5-fluoro-4-(8-fluoro-4-isopropyl-3,4-dihydro-2H-benzo[b][1,4]oxazin-6-yl)pyrimidin-2-yl)-3-(piperidin-4-yl)-1H-indazol-5-amine FC=1C(=NC(=NC1)NC=1C=C2C(=NNC2=CC1)C1CCNCC1)C1=CC2=C(OCCN2C(C)C)C(=C1)F